(S)-6-(1-cyclopropyl-1H-pyrazol-4-yl)-N-(2-methyl-5-(2-(2-methylpyrrolidin-1-yl)acetamido)pyridin-3-yl)pyrazolo[1,5-a]pyrazine-3-carboxamide C1(CC1)N1N=CC(=C1)C=1N=CC=2N(C1)N=CC2C(=O)NC=2C(=NC=C(C2)NC(CN2[C@H](CCC2)C)=O)C